ClC1=CC=C(C=N1)S(=O)(=O)N(COCC[Si](C)(C)C)C=1C=CC=C2C=NN(C12)C 6-chloro-N-(1-methylindazol-7-yl)-N-{[2-(trimethylsilyl)ethoxy]methyl}pyridine-3-sulfonamide